BrC1=C(N=C2N(C1=O)C=CC=C2C2=CC=C(C=C2)C(=O)N2C[C@@H](OCC2)C)C(F)(F)F 3-bromo-9-(4-(((2S)-2-methylmorpholin-4-yl)carbonyl)phenyl)-2-(trifluoromethyl)-4H-pyrido[1,2-a]pyrimidin-4-one